trans-5-fluoro-2-azabicyclo[2.2.1]heptane hydrochloride Cl.FC1C2CNC(C1)C2